C(C)C1CNC=2C(=CC=C3C2N1C(=C3)C3=NC1=C(N3C)C(=CC(=C1)C=O)F)C (2-(3-ethyl-9-methyl-2,3-dihydro-1H-pyrrolo[1,2,3-de]quinoxalin-5-yl)-7-fluoro-1-methyl-1H-benzo[d]imidazol-5-yl)methanone